9-(2'-ethylhexanoyloxy)nonanal C(C)C(C(=O)OCCCCCCCCC=O)CCCC